CC1=CN=C(S1)NC1=NC(=NC(=C1)CN1CCOCC1)NC1CN(CCC1)C(C#CC)=O 1-(3-((4-((5-methylthiazol-2-yl)amino)-6-(morpholinomethyl)pyrimidin-2-yl)amino)piperidin-1-yl)but-2-yn-1-one